1-[4-[4-(5-Aminopentyl)-1-piperidyl]phenyl]hexahydropyrimidine-2,4-dione NCCCCCC1CCN(CC1)C1=CC=C(C=C1)N1C(NC(CC1)=O)=O